(Phenylaminomethyl)methyl-dimethoxysilane C1(=CC=CC=C1)NC[Si](OC)(OC)C